(Z)-5-((1H-pyrrolo[2,3-b]pyridin-3-yl)methylene)-3-methylthiazolidine-2,4-dione N1C=C(C=2C1=NC=CC2)\C=C/2\C(N(C(S2)=O)C)=O